BrC=1C=C(C=CC1F)NC1=C(C=CC=C1C)CC N-(3-bromo-4-fluorophenyl)-2-ethyl-6-methylaniline